C(=C)C(CCC=CC=C)CCCCCCC 7-vinyltetradecadiene